8-((1-(2-(4-Methylpiperazin-1-yl)pyridin-4-yl)-1H-indazol-6-yl)oxy)-5,6,7,8-tetrahydroquinoline-3-carbonitrile CN1CCN(CC1)C1=NC=CC(=C1)N1N=CC2=CC=C(C=C12)OC1CCCC=2C=C(C=NC12)C#N